[O-]C(=O)CCCCCCCCC.[Ti+4].[O-]C(=O)CCCCCCCCC.[O-]C(=O)CCCCCCCCC.[O-]C(=O)CCCCCCCCC titanium caprate